ClC1=CC=C(C=C1)C=1C=C(C=CC1C#N)S(=O)(=O)N 3-(4-chlorophenyl)-4-cyano-benzenesulfonamide